BrC1=C2C=3CC4(OCCO4)CC(C3NC2=C(C(=C1)Cl)Cl)(C(=O)O)CCC 5-Bromo-7,8-dichloro-1-propyl-1,2,4,9-tetrahydrospiro[carbazole-3,2'-[1,3]dioxolane]-1-carboxylic acid